N1=CC(=C2OCCCN21)C2=CN1C(S2)=C(C=N1)C(=O)NC=1C(=NC=C(C1)C(NCCN1C(CCC1)(C)C)=O)C 2-(6,7-dihydro-5H-pyrazolo[5,1-b][1,3]oxazin-3-yl)-N-(5-((2-(2,2-dimethylpyrrolidin-1-yl)ethyl)carbamoyl)-2-methylpyridin-3-yl)pyrazolo[5,1-b]thiazole-7-carboxamide